C1(CC1)C1=NNC(=N1)C1CC2(CN(C2)C(=O)N2CC3(C2)CCC(CC3)S(=O)(=N)C3=CC=C(C=C3)C(F)(F)F)C1 [6-(3-cyclopropyl-1H-1,2,4-triazol-5-yl)-2-azaspiro[3.3]heptan-2-yl]-[7-[[4-(trifluoromethyl)phenyl]sulfonimidoyl]-2-azaspiro[3.5]nonan-2-yl]methanone